C[C@H]1[C@H]([C@H]([C@@H]([C@@H](O1)O[C@@H]2[C@H]([C@@H](O[C@@H]([C@H]2O[C@H]3[C@@H]([C@H]([C@H]([C@H](O3)CO)O)O[C@@H]4[C@@H]([C@H]([C@H]([C@H](O4)CO)O)O)NC(=O)C)O[C@H]5[C@H]([C@@H]([C@@H]([C@@H](O5)C)O)O)O)CO)O[C@H]6[C@H]([C@H](O[C@H]([C@@H]6O)O[C@@H]7[C@H](OC([C@@H]([C@H]7O)O)O)CO)CO)O)NC(=O)C)O)O)O The molecule is a branched derivative heptasaccharide consisting of the tetrasaccharide derivative beta-D-galactosyl-(1->4)-N-acetyl-beta-D-glucosaminyl-(1->3)-beta-D-galactosyl-(1->4)-D-glucose where the galactosyl residue at the non-reducing end has alpha-L-fucosyl and N-acetyl-alpha-D-galactosaminyl residues attached at the 2- and 3-positions respectively and the glucosaminyl residue has an alpha-L-fucosyl residue attached at the 3-position. It is a galactosamine oligosaccharide, a glucosamine oligosaccharide and a heptasaccharide derivative.